methyl 1-(bis(4-fluorophenyl)methyl)-4-(6-cyano-3-fluoro-1-methyl-2-oxo-1,2-dihydro-1,5-naphthyridin-4-yl)piperazine-2-carboxylate FC1=CC=C(C=C1)C(N1C(CN(CC1)C1=C(C(N(C2=CC=C(N=C12)C#N)C)=O)F)C(=O)OC)C1=CC=C(C=C1)F